N-((1,2,3,5,6,7-hexahydro-s-indacen-4-yl)carbamoyl)-1-((4S,8aS)-2,3,3,8a-tetramethyloctahydropyrrolo[1,2-a]pyrazin-4-yl)methanesulfonamide C1CCC2=C(C=3CCCC3C=C12)NC(=O)NS(=O)(=O)C[C@@H]1C(N(C[C@]2(N1CCC2)C)C)(C)C